BrC1=CC=C2C(=C1)NC(C21CCN(CC1)C(=O)OC(C)(C)C)=O tert-butyl 6-bromo-2-oxospiro[indoline-3,4'-piperidine]-1'-carboxylate